2-chloro-N-cyclopropyl-5-[3-[5-(1,1,2,3,3,3-hexafluoropropoxy)-2-methyl-4-(trifluoromethyl)pyrazol-3-yl]isoxazol-5-yl]-N-methyl-thiophene-3-carboxamide ClC=1SC(=CC1C(=O)N(C)C1CC1)C1=CC(=NO1)C=1N(N=C(C1C(F)(F)F)OC(C(C(F)(F)F)F)(F)F)C